(S)-5-((R)-2-hydroxy-2-phenylpropionyl)-N-((S)-3-oxo-1-((S)-2-oxopyrrolidin-3-yl)-4-(trifluoromethoxy)butan-2-yl)-5-azaspiro[2.4]heptane-6-carboxamide O[C@](C(=O)N1CC2(CC2)C[C@H]1C(=O)N[C@@H](C[C@H]1C(NCC1)=O)C(COC(F)(F)F)=O)(C)C1=CC=CC=C1